C(C)(=O)[O-].[Zr+4].BrC=1C=CC=2C=3N(C(=NC2C1)NC=1C(N=CC=CC1)=O)N=C(N3)C=3C=NN(C3)C.C(C)(=O)[O-].C(C)(=O)[O-].C(C)(=O)[O-] (3R)-3-{[8-bromo-2-(1-methyl-1H-pyrazol-4-yl)[1,2,4]triazolo[1,5-c]quinazolin-5-yl]amino}azepin-2-one zirconium acetate salt